C(C)(=O)[O-].C(C)(=O)[O-].C(C)[N+](CC)(CC)CC.C(C)[N+](CC)(CC)CC tetraethylammonium diacetate